CC1=C(C(=C(C=C1)N1C(N(CC1)C1=C(C(=C(C=C1)C)C)C)=C1C(CCCC1)P(C1CCCCC1)C1CCCCC1)C)C (1,3-bis(trimethylphenyl)imidazoline-2-ylidene)(tricyclohexylphosphine)